NC=1C=C(C=CC1)C=1N=C(SC1)NC(CCCNC(OC(C)(C)C)=O)=O Tert-butyl (4-((4-(3-aminophenyl)thiazol-2-yl)amino)-4-oxobutyl)carbamate